(3S,4R)-1-[5-(6-Methoxy-1,3-benzothiazol-2-yl)pyridin-2-yl]piperidine-3,4-diol COC1=CC2=C(N=C(S2)C=2C=CC(=NC2)N2C[C@@H]([C@@H](CC2)O)O)C=C1